disodium methylglycinate CNCC(=O)[O-].[Na+].[Na+].CNCC(=O)[O-]